ClC1=NN2C=CN=C2C=C1 6-chloro-1,5-diazaindolizine